2-(dimethylamino)-N-(4-((5-ethynyl-7-oxo-8-phenyl-7,8-dihydropyrido[2,3-d]pyrimidin-2-yl)amino)-3-methoxyphenyl)acetamide CN(CC(=O)NC1=CC(=C(C=C1)NC=1N=CC2=C(N1)N(C(C=C2C#C)=O)C2=CC=CC=C2)OC)C